CN(C=1C=C2CN(C(C2=CC1)=O)C1C(NC(CC1)=O)=O)[C@@H]1CNCC1 3-(5-(Methyl((S)-pyrrolidin-3-yl)amino)-1-oxoisoindolin-2-yl)piperidine-2,6-dione